NC=1SC(=C(N1)C)C1=CC2=C(C(=N1)OC(C)C)C(N(C2)[C@@H](C)C2CC2)=O (S)-6-(2-amino-4-methylthiazol-5-yl)-2-(1-cyclopropylethyl)-4-isopropoxy-1,2-dihydro-3H-pyrrolo[3,4-c]pyridin-3-one